C(C)(=O)C1=CC(=C(NC2=NNC3=CC(=CC=C23)[C@@H]2C[C@@]23C(NC2=CC=C(C=C32)OC)=O)C=C1)OC (1R,2S)-2-[3-(4-acetyl-2-methoxyanilino)-1H-indazol-6-yl]-5'-methoxyspiro[cyclopropane-1,3'-indol]-2'(1'H)-one